5-(5-(azetidin-1-yl)-1-(oxetan-3-yl)-1H-benzo[d]imidazol-2-yl)-4-fluoro-3-methoxybenzene-1,2-diol N1(CCC1)C1=CC2=C(N(C(=N2)C2=C(C(=C(C(=C2)O)O)OC)F)C2COC2)C=C1